C(C)(C)(C)OC(=O)N1C2(C(N(C2C)[C@H](C(N2CCCC2)=O)[C@@H](C)O)=O)CCC1C tert-butyl-2-((2S-3R)-3-hydroxy-1-oxo-1-(pyrrolidin-1-yl) butan-2-yl)-1,6-dimethyl-3-oxo-2,5-diazaspiro[3.4]octane-5-carboxylate